2-[1-[(2,4-difluorophenyl)methyl]-5-oxo-3-phenylpyrrolidin-2-yl]acetic acid FC1=C(C=CC(=C1)F)CN1C(C(CC1=O)C1=CC=CC=C1)CC(=O)O